tert-butyl (S)-(1-(4-chloropyridin-3-yl)piperidin-3-yl)(methyl)carbamate ClC1=C(C=NC=C1)N1C[C@H](CCC1)N(C(OC(C)(C)C)=O)C